(R)-4-((R)-8-methyl-3-(trifluoromethyl)-5,6-dihydroimidazo[1,5-a]pyrazin-7(8H)-yl)-4-oxo-1-(2,4,5-trifluorophenyl)but-2-ylcarbamic acid tert-butyl ester C(C)(C)(C)OC(N[C@H](CC1=C(C=C(C(=C1)F)F)F)CC(=O)N1[C@@H](C=2N(CC1)C(=NC2)C(F)(F)F)C)=O